2-chloro-1,1,3,3,3-pentafluoro-1-propene ClC(=C(F)F)C(F)(F)F